racemic-tert-butyl 2-(6-hydroxy-4-oxoquinazolin-3(4H)-yl)-8-azaspiro[4.5]decane-8-carboxylate OC=1C=C2C(N(C=NC2=CC1)[C@H]1CC2(CC1)CCN(CC2)C(=O)OC(C)(C)C)=O |r|